P(O)(O)(=O)F.P(O)(O)(=O)F.[Li] lithium bis(fluorophosphoric acid)